6-Chloro-3-iodo-4-methoxypyridazine ClC1=CC(=C(N=N1)I)OC